ClC=1C=NC=C(C1[C@@H](C)OC=1C=C2C(=NNC2=CC1)C1=CC=2OCC(NC2N=C1)=O)Cl 7-[5-[(1R)-1-(3,5-dichloro-4-pyridyl)ethoxy]-1H-indazol-3-yl]-4H-pyrido[3,2-b][1,4]oxazin-3-one